N1C=C(CC2=CC=CN=C12)C(=O)N 1,4-dihydro-1,8-naphthyridine-3-carboxamide